2-(6-ethylpyrimidin-4-yl)-1-methyl-N-(tetrahydro-2H-pyran-4-yl)-1H-pyrrolo[3,2-c]pyridin-6-amine C(C)C1=CC(=NC=N1)C1=CC=2C=NC(=CC2N1C)NC1CCOCC1